C(C)(C)(C)OC(=O)N1CCN(CC1)C1=CC(=C(C=C1)NC(=O)C1=CC(=C(C=C1)N1CCN(CC1)C(=O)OC(C)(C)C)C)C tert-butyl 4-(4-((4-(4-(tert-butoxycarbonyl)piperazin-1-yl)-2-methylphenyl)carbamoyl)-2-methylphenyl)piperazine-1-carboxylate